benzyl 3-(4-chlorophenyl)-3-((2-oxo-2-(4-(trifluoromethoxy)phenyl)ethyl)amino)pyrrolidine-1-carboxylate ClC1=CC=C(C=C1)C1(CN(CC1)C(=O)OCC1=CC=CC=C1)NCC(C1=CC=C(C=C1)OC(F)(F)F)=O